CN(C/C=C/C(=O)OC)CCCN1CCN(CC1)CCCNS(=O)(=O)C1=CC=C(C=C1)NC(C(F)(F)F)=O methyl (E)-4-[methyl-[3-[4-[3-[[4-[(2,2,2-trifluoroacetyl)amino] phenyl]sulfonylamino] propyl]piperazin-1-yl]propyl]amino]but-2-enoate